FCC[C@@H]1[C@H](C1)C=1C=C(N=NC1C)C=1C(NC(NC1)=O)=O 5-[5-[(1S,2R)-2-(2-fluoroethyl)cyclopropyl]-6-methyl-pyridazin-3-yl]-1H-pyrimidine-2,4-dione